4-(aminomethylene)-2-pyrazolin NC=C1C=NNC1